(3S)-benzazepine-1-acetic acid N1(C=CC=CC2=C1C=CC=C2)CC(=O)O